C(#C)C=1SC=C(N1)NC(=O)N1CCN(CC1)C1=CC=C(C=C1)C1=C2C(NC=NC2=CC=C1)=O N-(2-ethynylthiazol-4-yl)-4-(4-(4-oxo-3,4-dihydroquinazolin-5-yl)phenyl)piperazine-1-carboxamide